((7R)-7-Amino-2-azabicyclo[2.2.1]heptan-2-yl)(2-(1-(cyclopropylmethyl)-6-(4-methoxypiperidin-1-yl)-1H-indol-2-yl)-4-methoxy-3-methylbenzofuran-6-yl)methanone N[C@H]1C2N(CC1CC2)C(=O)C2=CC1=C(C(=C(O1)C=1N(C3=CC(=CC=C3C1)N1CCC(CC1)OC)CC1CC1)C)C(=C2)OC